2-methyl-styrene sulfonium salt [SH3+].CC1=C(C=C)C=CC=C1